2-(2-(tert-butyl)-4-chlorophenoxy)-N-(4-hydroxyphenyl)acetamide C(C)(C)(C)C1=C(OCC(=O)NC2=CC=C(C=C2)O)C=CC(=C1)Cl